2-allyl-1-[6-(4-azepanyloxy)-2-pyridyl]-6-(p-fluorophenylamino)-1,2-dihydro-3H-1,2,5,7-tetraazainden-3-one C(C=C)N1N(C2=NC(=NC=C2C1=O)NC1=CC=C(C=C1)F)C1=NC(=CC=C1)OC1CCNCCC1